(3-(2-(difluoromethoxy)-5-((2-hydroxyethyl)thio)phenyl)-1-methyl-1H-pyrazol-4-yl)pyrazolo[1,5-a]pyrimidine-3-carboxamide FC(OC1=C(C=C(C=C1)SCCO)C1=NN(C=C1C1=NN2C(N=CC=C2)=C1C(=O)N)C)F